dicyclohexyl-[(dimethylsiloxy)dimethyl-siloxy]silane C1(CCCCC1)[SiH](O[Si](C)(C)O[SiH](C)C)C1CCCCC1